(S)-4-(1-(3-((3-fluorophenyl)amino)-1-methyl-1H-indole-2-carboxamido)ethyl)benzoic acid FC=1C=C(C=CC1)NC1=C(N(C2=CC=CC=C12)C)C(=O)N[C@@H](C)C1=CC=C(C(=O)O)C=C1